N-[4-[[2-[4-[4-[(4R)-4-(tert-butoxycarbonylamino)-2-oxo-pyrrolidin-1-yl]phenyl]sulfonylpiperazin-1-yl]-6-chloro-4-pyridyl]-difluoro-methyl]cyclohexyl]-1-cyano-methanimine oxide C(C)(C)(C)OC(=O)N[C@@H]1CC(N(C1)C1=CC=C(C=C1)S(=O)(=O)N1CCN(CC1)C1=NC(=CC(=C1)C(C1CCC(CC1)[N+](=CC#N)[O-])(F)F)Cl)=O